CN1CC(CCC1)NC(=O)C1=CC2=C(N3C(S2)=NC=C3)C=C1 N-(1-methylpiperidin-3-yl)benzo[d]imidazo[2,1-b]thiazole-7-carboxamide